FC(C1=CC(=C(OCC2=NC=CC(=N2)OC2CCN(CC2)CC2=NC3=C(N2C[C@H]2OCC2)C=C(C=C3)C(=O)O)C=C1)F)F 2-({4-[(2-{[4-(difluoromethyl)-2-fluorophenoxy]methyl}pyrimidin-4-yl)oxy]piperidin-1-yl}methyl)-1-{[(2S)-oxetan-2-yl]methyl}-1H-1,3-benzodiazole-6-carboxylic acid